2-(4-ethynylphenyl)-4,4,5,5-tetramethyl-1,3,2-dioxaborolane C(#C)C1=CC=C(C=C1)B1OC(C(O1)(C)C)(C)C